O1[C@H](COCC1)CN1N=C2C3=C(C=CC2=C1)OC(=C3C(F)(F)F)C(=O)NC[C@@H]3O[C@@H](CC3)C |&1:27,29| 2-{[(2S)-1,4-dioxan-2-yl]methyl}-N-{[(2RS,5RS)-5-methyltetrahydrofuran-2-yl]methyl}-8-(trifluoromethyl)-2H-furo[2,3-g]indazole-7-carboxamide